2-((1-(3,3-difluoro-7-methyl-9-oxo-1,2,3,9-tetrahydropyrrolo[2,1-b]quinazolin-5-yl)ethyl)amino)benzoic acid FC1(CCN2C1=NC=1C(=CC(=CC1C2=O)C)C(C)NC2=C(C(=O)O)C=CC=C2)F